C(C)(=O)N1CC=2N(CC1)C(=NC2C=2C=CC=C1C=C(N=CC21)C=2C=CC(=NC2)C(=O)NCCC#CC2=CC=CC1=C(C=CC=C21)N2C(NC(CC2)=O)=O)CC 5-(8-(7-Acetyl-3-ethyl-5,6,7,8-tetrahydroimidazo[1,5-a]pyrazin-1-yl)isoquinolin-3-yl)-N-(4-(5-(2,4-dioxotetrahydropyrimidin-1(2H)-yl)naphthalen-1-yl)but-3-yn-1-yl)picolinamide